ClC=1C(=NC(=NC1)C=1C2=C(N(N=C2C=C(C1)N)C)N1CCC(CC1)N1CCN(CC1)C)C=1C=NN(C1)S(=O)(=O)C1CC1 (5-chloro-4-(1-(cyclopropanesulfonyl)-1H-pyrazol-4-yl)pyrimidin-2-yl)-2-methyl-3-(4-(4-methylpiperazin-1-yl)piperidin-1-yl)-2H-indazol-6-amine